1,4-dioxadispiro[4.1.57.35]pentadecan-13-one O1CCOC12CC1(CCCCC1)C(CC2)=O